C(C)(C)(C)C1=CC=C(C=C1)C1=C2C=C(CC2=CC=C1)C(C)C 4-(4-(tert-butyl)phenyl)-2-isopropyl-1H-inden